[1,3-bis(2,4,6-trimethylphenyl)-2-imidazolidinylidene]-[2-[[(4-methylphenyl)imino]methyl]-4-nitrophenoxy]-[3-phenyl-1H-inden-1-ylidene]ruthenium (II) dichloride CC1=C(C(=CC(=C1)C)C)N1C(N(CC1)C1=C(C=C(C=C1C)C)C)=[Ru-5](=C1C=C(C2=CC=CC=C12)C1=CC=CC=C1)(OC1=C(C=C(C=C1)[N+](=O)[O-])C=NC1=CC=C(C=C1)C)(Cl)Cl